CNC(NC)(NC)[SiH3] tris(n-methylamino)methylsilane